4-(4-{2-[(1,5-dimethyl-1H-pyrazol-4-yl)amino]-6-methylquinazolin-7-yl}piperazin-1-yl)oxolan-3-ol CN1N=CC(=C1C)NC1=NC2=CC(=C(C=C2C=N1)C)N1CCN(CC1)C1C(COC1)O